(R)-N-(1-(3-(difluoromethyl)-2-fluorophenyl)ethyl)-6-(2-oxa-6-azaspiro[3.3]heptan-6-yl)cinnolin-4-amine FC(C=1C(=C(C=CC1)[C@@H](C)NC1=CN=NC2=CC=C(C=C12)N1CC2(COC2)C1)F)F